4-(6-chloro-4-(3,3-difluoro-azepan-1-yl)-8-fluoro-2-((tetrahydro-1H-pyrrolizin-7a(5H)-yl)methoxy)quinazolin-7-yl)benzo[d]thiazol-2-amine ClC=1C=C2C(=NC(=NC2=C(C1C1=CC=CC2=C1N=C(S2)N)F)OCC21CCCN1CCC2)N2CC(CCCC2)(F)F